C(CCC)OC1=NN2C(C(=N1)N)=NC=C2CC2=C(C=CC=C2)CN2CCCCC2 butoxy-7-(2-(piperidin-1-ylmethyl)benzyl)imidazo[2,1-f][1,2,4]triazin-4-amine